bromo-2,N-dimethylbenzenesulfonamide BrC=1C(=C(C=CC1)S(=O)(=O)NC)C